NC1=C2N=C(NC2=NC=N1)C1=CC=CC=C1 6-Amino-8-Phenyl-9H-Purine